C(#C)C1=CC=C(CN2C=NC(=CC2=O)C(=O)N)C=C1 1-(4-ethynylbenzyl)-6-oxo-1,6-dihydropyrimidine-4-carboxamide